1-Boc-homopiperazine C(=O)(OC(C)(C)C)N1CCNCCC1